C(C)OC1=CC=C(C=C1)C1=CN=CC(=N1)C(=O)N/N=C/C1=CC(=CC2=C1N=CO2)OC (E)-6-(4-ethoxyphenyl)-N'-((6-methoxybenzo[d]oxazol-4-yl)methylene)pyrazine-2-carbohydrazide